1-[(6-{6,6-difluoro-3-azabicyclo[3.1.0]hex-3-yl}pyridin-3-yl)methyl]-1H-pyrrole-3-carboxylic acid methyl ester COC(=O)C1=CN(C=C1)CC=1C=NC(=CC1)N1CC2C(C2C1)(F)F